Cl.Cl.NC(C(=O)N1CCC2(C[C@@H](NC2=O)CCN2CCN(CC2)C2=CC(=CC=C2)Cl)CC1)(C)C (R)-8-(2-amino-2-methylpropanoyl)-3-(2-(4-(3-chlorophenyl)piperazin-1-yl)ethyl)-2,8-diazaspiro[4.5]decan-1-one dihydrochloride